ClC=1C(=C(C=CC1)NC1=NC=NC2=CC(=C(C=C12)N)C#CC12CN(CC2C1)C)F N4-(3-chloro-2-fluorophenyl)-7-((3-methyl-3-azabicyclo[3.1.0]hexan-1-yl)ethynyl)quinazoline-4,6-diamine